CN(CCCN(CC(C)O)CC(C)O)C (3-(dimethylamino)propylimino)-bis-2-propanol